N-(9-azabicyclo[3.3.1]non-3-yl)-N-methyl-6-(2-methylimidazo[1,2-a]pyridin-6-yl)[1,3]thiazolo[4,5-c]pyridin-2-amine hydrochloride Cl.C12CC(CC(CCC1)N2)N(C=2SC1=C(C=NC(=C1)C=1C=CC=3N(C1)C=C(N3)C)N2)C